tert-butyl-4-[1-(2,6-dioxo-3-piperidyl)3-methyl-2-oxo-benzimidazol-5-yl]piperidine C(C)(C)(C)N1CCC(CC1)C1=CC2=C(N(C(N2C)=O)C2C(NC(CC2)=O)=O)C=C1